FC1=CC=C(C=C1)C(CC)OC=1C=C(C=CC1NS(=O)(=O)CC(F)(F)F)C1=NNC(=C1C(=O)N)NC1=NC=CN=C1 3-(3-(1-(4-fluorophenyl)propoxy)-4-((2,2,2-trifluoroethyl)sulfonamido)phenyl)-5-(pyrazin-2-ylamino)-1H-pyrazole-4-carboxamide